4,4,5,5-tetramethyl-2-(4-(1-methylcyclopropyl)phenyl)-1,3,2-dioxaborolane CC1(OB(OC1(C)C)C1=CC=C(C=C1)C1(CC1)C)C